C(C)(C)(C)OC(=O)NCCC(=O)OCC ethyl 3-((tert-butoxycarbonyl)amino)propanoate